C(C)(C)(C)OC(NC=1C=NC=C(C1C)C=1C=C2C=C(N=CC2=C(C1)NC(=O)OC(C)(C)C)NC(=O)[C@H]1[C@@H](C1)C#N)=O |r| (±)-N-[5-[8-(tert-butoxycarbonylamino)-3-[[(trans)-2-cyanocyclopropanecarbonyl]amino]-6-isoquinolinyl]-4-methyl-3-pyridinyl]carbamic acid tert-butyl ester